Br(=O)[O-].C(CCCCCCCCCCCCC)[N+](C)(C)C tetradecyltrimethylammonium bromite